OC1COC2(C1)C=C(C(C(C2)(C)C)=O)C#N 3-Hydroxy-9,9-dimethyl-8-oxo-1-oxaspiro[4.5]dec-6-ene-7-carbonitrile